Pyrazole-3-carboxamide formate salt C(=O)O.N1N=C(C=C1)C(=O)N